tert-butyl 3-((2-(4-(4-((9-((1s,3s)-3-(2-phenylacetamido)cyclobutyl)-9H-purin-6-yl)amino)phenyl)piperazin-1-yl)-7-azaspiro[3.5]nonane-7-yl)methyl)azetidine-1-carboxylate C1(=CC=CC=C1)CC(=O)NC1CC(C1)N1C2=NC=NC(=C2N=C1)NC1=CC=C(C=C1)N1CCN(CC1)C1CC2(C1)CCN(CC2)CC2CN(C2)C(=O)OC(C)(C)C